C1=C(C=CC2=CC3=CC=CC=C3C=C12)C(=O)OC methyl anthracene-2-carboxylate